1-(11Z-docosenoyl)-glycero-3-phosphoserine CCCCCCCCCC/C=C\CCCCCCCCCC(=O)OC[C@H](COP(=O)(O)OC[C@@H](C(=O)O)N)O